ClC=1C=C(C=CC1OCC=1C=NC(=CC1)C1CCOCC1)NC1=C(C(=NC2=CC(=C(C=C12)C(C(=O)N)=CCN(C)C)OCC)C)C#N (4-((3-chloro-4-((6-(tetrahydro-2H-pyran-4-yl)pyridin-3-yl)methoxy)phenyl)amino)-3-cyano-7-ethoxy-2-methylquinolin-6-yl)-4-(dimethylamino)but-2-enamide